NC=1CC(=CC2=C(N1)C=C(C=C2)Br)C(=O)N(CCC)CCCNC(OC(C)(C)C)=O tert-butyl (3-(2-amino-8-bromo-N-propyl-3H-benzo[b]azepine-4-carboxamido)propyl)carbamate